ClC=1C(=C(C=CC1)NC=1C(=NN2C1C(NCC2)=O)C2=C(C=NC=C2)NCCOC)OC [(3-chloro-2-methoxyphenyl)amino]-2-{3-[(2-methoxyethyl)amino]pyridin-4-yl}-5H,6H,7H-pyrazolo[1,5-a]pyrazin-4-one